NC1=CC=C(C(=O)OC2CC3C(C[C@H]4[C@@H]5CC[C@H]([C@@H](CCCC(C)C)C)[C@]5(CC[C@@H]4[C@]3(CC2)C)C)OC(C2=CC=C(C=C2)N)=O)C=C1 3,6-bis(4-aminobenzoyloxy)cholestane